COC(C=CC(OC)OC)OC 1,1,4,4-tetramethoxy-2-butene